3-(4-methyl-1-piperazinyl)-1-propanol CN1CCN(CC1)CCCO